1-(5-Phenylthiazol-2-yl)hexahydropyrrolo[3,4-b]pyrrole-5(1H)-carbonitrile C1(=CC=CC=C1)C1=CN=C(S1)N1C2C(CC1)CN(C2)C#N